dimethylbis(2-methyl-4-phenylinden-1-yl)silane C[Si](C1C(=CC2=C(C=CC=C12)C1=CC=CC=C1)C)(C1C(=CC2=C(C=CC=C12)C1=CC=CC=C1)C)C